CN1CC(CCCCC1)NC(=O)C1=CC=2N=C(N=C(C2O1)N1CCOCC1)N1N=CC(=C1)C=1C=C(C=CC1)C N-(1-methylazocan-3-yl)-4-morpholino-2-(4-(m-tolyl)-1H-pyrazol-1-yl)furo[3,2-d]pyrimidine-6-carboxamide